ClC1=C(C=CC=C1)[C@H]1CC[C@H](N1CC1=CN=C(C=C1)C1=C(C=CC=C1)OC)C(=O)O (2S,5R)-5-(2-chlorophenyl)-1-(6-(2-methoxyphenyl)nicotinyl)pyrrolidine-2-carboxylic acid